6-chloro-4-(4-((cyclopropylmethyl)(2-hydroxyphenyl)amino)piperidin-1-yl)-1-methyl-2-oxo-1,2-dihydro-1,5-naphthyridine-3-carbonitrile ClC=1N=C2C(=C(C(N(C2=CC1)C)=O)C#N)N1CCC(CC1)N(C1=C(C=CC=C1)O)CC1CC1